N-((2,4,5,6-tetrahydro-1H-cyclobuta[f]inden-3-yl)carbamoyl)-6,7-dihydro-5H-pyrazolo[5,1-b][1,3]oxazine-3-sulfonimidamide C1CC=2C1=CC=1CCCC1C2NC(=O)NS(=O)(=N)C=2C=NN1C2OCCC1